tert-Butyl 4-(3-(2-fluoro-3-(methoxymethoxy)-5-(trifluoromethyl)phenyl)-1-(tetrahydro-2H-pyran-2-yl)-1H-pyrazolo[4,3-c]pyridin-6-yl)-5,6-dihydropyridine-1(2H)-carboxylate FC1=C(C=C(C=C1OCOC)C(F)(F)F)C1=NN(C2=C1C=NC(=C2)C2=CCN(CC2)C(=O)OC(C)(C)C)C2OCCCC2